O=C1CC2(CN1C1=NC(=CN=C1)C(F)(F)F)C1CN(CC2CC1)C(=O)OC(C)(C)C tert-butyl 5'-oxo-1'-(6-(trifluoromethyl)pyrazin-2-yl)-3-azaspiro[bicyclo[3.2.1]octane-8,3'-pyrrolidine]-3-carboxylate